phenyl(6-(3-methylpyrrolidin-1-yl)pyridin-3-yl)carbamate C1(=CC=CC=C1)OC(NC=1C=NC(=CC1)N1CC(CC1)C)=O